5-bromo-hydroxybenzoic acid BrC=1C=CC(=C(C(=O)O)C1)O